acetoxy-acetophenone C(C)(=O)OCC(=O)C1=CC=CC=C1